ClC1=C(C(=CC=C1)Cl)N1C(=CC(C2=C(N=C(C=C12)CC)OCC(CO)O)=O)C 1-(2,6-dichlorophenyl)-5-(2,3-dihydroxypropoxy)-7-ethyl-2-methyl-1,6-naphthyridin-4(1H)-one